(S)-2-[(12-chlorododecanoyl)oxy]propionic acid ClCCCCCCCCCCCC(=O)O[C@H](C(=O)O)C